C(C)(=O)O[C@@H]1[C@H](O[C@H]([C@@H]1OC(C)=O)N1N=CC=2C1=NC(=NC2N2CC1(OCC3=CC(=CC=C13)Cl)C2)Cl)COC(C)=O (2R,3R,4R,5R)-2-(acetoxymethyl)-5-(6-chloro-4-(5'-chloro-3'H-spiro[azetidine-3,1'-isobenzofuran]-1-yl)-1H-pyrazolo[3,4-d]pyrimidin-1-yl)tetrahydrofuran-3,4-diyl diacetate